C(C)(C)NC(=O)NS(=O)(=O)C=1C=NC=CC1NC=1C=C(C=CC1)C N-(isopropylcarbamoyl)-4-(m-tolylamino)pyridine-3-sulfonamide